C1(CCCCC1)P(C1=C(C=CC=C1C(C)C)C(C)C)C1CCCCC1 dicyclohexyl-(2,6-diisopropylphenyl)phosphine